N[C@@H]([C@H](O)C1=CC=C(C=C1)C(C)(C)C)C (1R,2R)-2-amino-1-(4-tert-butylphenyl)propan-1-ol